C(=O)=C1C(NCN1)=C=O dicarbonylimidazolidine